trans-N-[6-(2,5-difluorophenyl)pyridazin-3-yl]-3-(3,3-dimethylbutyl)-3-azabicyclo[3.1.0]hexane-6-amine FC1=C(C=C(C=C1)F)C1=CC=C(N=N1)NC1C2CN(CC12)CCC(C)(C)C